(7-(2-(4-(6-Fluorobenzo[b]thiophen-4-yl)piperazin-1-yl)ethyl)-2-oxo-3,4-dihydroquinolin-1(2H)-yl)methyl glycinate NCC(=O)OCN1C(CCC2=CC=C(C=C12)CCN1CCN(CC1)C1=CC(=CC=2SC=CC21)F)=O